O1C=C(C2=C1C=CC=C2)C[C@H](NC(=O)C2CC21COCC2=CC=CC=C12)B(O)O ((1R)-2-(benzofuran-3-yl)-1-(spiro[cyclopropane-1,4'-isochroman]-2-carboxamido)ethyl)boronic acid